ClN1CC2=C(C[C@@H]1C)N(N=C2)C2=CC=CC=C2 (S)-5-chloro-6-methyl-1-phenyl-4,5,6,7-tetrahydro-1H-pyrazolo[4,3-c]pyridine